7-(3-(imidazo[1,2-a]pyridin-3-yl)piperidin-1-yl)-5-isopropyl-3-(4-methoxybenzyl)-3H-imidazo[4,5-b]pyridine N=1C=C(N2C1C=CC=C2)C2CN(CCC2)C2=C1C(=NC(=C2)C(C)C)N(C=N1)CC1=CC=C(C=C1)OC